1-carboxymethyl-1H-pyrazole-3-formic acid C(=O)(O)CN1N=C(C=C1)C(=O)O